C[SiH](C)C[Ti](C)(C1C=CC=C1)CCNC(C)(C)C dimethylsilyl-tertiary butylaminoethyl-cyclopentadienyl-dimethyl-titanium